ethyl 4-(N,N-dimethyl-amino)benzoate CN(C)C1=CC=C(C(=O)OCC)C=C1